1-(2-(3-benzyloxy-4-difluoromethoxyphenyl)-2-chloroethyl)-2,6-dimethylpyridin-4(1H)-one C(C1=CC=CC=C1)OC=1C=C(C=CC1OC(F)F)C(CN1C(=CC(C=C1C)=O)C)Cl